3-((5-(4-(Trifluoromethyl)phenyl)-2-naphthamido)methyl)-1,2,4-thiadiazole-5-carboxamide FC(C1=CC=C(C=C1)C1=C2C=CC(=CC2=CC=C1)C(=O)NCC1=NSC(=N1)C(=O)N)(F)F